C(#N)C[C@H]1CN(CCN1)C(=O)OC(C)(C)C Tert-butyl (3S)-3-(cyanomethyl)piperazine-1-carboxylate